1-allyl-4-(p-formylstyryl)pyridinium C(C=C)[N+]1=CC=C(C=C1)C=CC1=CC=C(C=C1)C=O